CC#CC Methyl-propyne